1-((2R,4R)-2-methyltetrahydro-2H-pyran-4-yl)-2-(5-oxopyrrolidin-3-yl)-1H-imidazo[4,5-c]quinoline-8-carbonitrile C[C@H]1OCC[C@H](C1)N1C(=NC=2C=NC=3C=CC(=CC3C21)C#N)C2CNC(C2)=O